2,2,2-trichloroethyl ((3S,4R)-4-amino-1-(oxetan-3-yl)pyrrolidin-3-yl)carbamate N[C@H]1[C@H](CN(C1)C1COC1)NC(OCC(Cl)(Cl)Cl)=O